methyl N-[4-[2-oxo-6-[2-(trifluoromethyl)phenyl]-1H-pyridin-4-yl]-2-pyridyl]carbamate O=C1NC(=CC(=C1)C1=CC(=NC=C1)NC(OC)=O)C1=C(C=CC=C1)C(F)(F)F